C(C)OC(=O)C1=NN2C(N=C(C=C2C=2C=NNC2)N2CC3=CC=CC=C3C2)=C1C(C)(C)C 3-(tert-butyl)-5-(isoindolin-2-yl)-7-(1H-pyrazol-4-yl)pyrazolo[1,5-a]pyrimidine-2-carboxylic acid ethyl ester